NC1CCC(CC1)OC1=CC(=C(C#N)C=C1)OC 4-(((1r,4r)-4-aminocyclohexyl)oxy)-2-methoxy-benzonitrile